acryloyloxyethyl methyl succinate C(CCC(=O)OC)(=O)OCCOC(C=C)=O